C(N)(=O)C1(CN(C1)C=1OC2=CC=C(C=C2C(C1)=O)C)C 2-(3-carbamoyl-3-methylazetidin-1-yl)-6-methyl-4-oxo-4H-chromen